5-methylenecyclopenta[b]Furan-2-one C=C1C=C2C(OC(C2)=O)=C1